[4-(CYCLOPROPYLMETHOXY)-3-METHYLPHENYL]BORANEDIOL C1(CC1)COC1=C(C=C(C=C1)B(O)O)C